The molecule is a germacranolide isolated from Laurus nobilis L. and which has been shown to exhibit allergenic activity. It has a role as an allergen and a metabolite. C/C/1=C\\[C@@H](C2C(C/C(=C/CC1)/C)OC(=O)C2=C)OC(=O)C